methyl-6-bromopyrazine CC1=NC(=CN=C1)Br